C(C1=CC=CC=C1)OCC1(CC1)S(=O)(=O)CC(C)(C)O[Si](C)(C)C(C)(C)C ((1-((1-((benzyloxy)methyl)cyclopropyl)sulfonyl)-2-methylpropan-2-yl)oxy)(tert-butyl)dimethylsilane